ClC=1C=CC2=C(C[C@](O2)(C2=CC=CC=C2)CN)C1C1=CC=CC=C1 (S)-(5-Chloro-2,4-diphenyl-2,3-dihydrobenzofuran-2-yl)methanamine